3-{3-ethyl-4-[(2-oxo-1,2-dihydropyrido[2,3-b]pyrazin-8-yl)oxy]phenyl}-1-[3-(trifluoromethoxy)phenyl]-2,4-imidazolidinedione trifluoroacetate FC(C(=O)O)(F)F.C(C)C=1C=C(C=CC1OC1=CC=NC=2N=CC(NC21)=O)N2C(N(CC2=O)C2=CC(=CC=C2)OC(F)(F)F)=O